2-(benzylthio)-6,7-dihydro-5H-pyrrolo[1,2-a]imidazole C(C1=CC=CC=C1)SC=1N=C2N(C1)CCC2